C1C(CCCC1)C(=O)N(C)OC 2-cyclohexyl-N-methoxy-N-methylcarboxamide